5-(4-methyl-piperazine-1-yl)pyridine CN1CCN(CC1)C=1C=CC=NC1